tert-butyl (4,5-dichloro-2,3-dihydro-1H-inden-2-yl)carbamate ClC1=C2CC(CC2=CC=C1Cl)NC(OC(C)(C)C)=O